3-((3S,4S)-4-Amino-3-methyl-2-oxa-8-azaspiro[4.5]decan-8-yl)-6-((2,3-difluorophenyl)thio)pyrazin-2(1H)-on N[C@@H]1[C@@H](OCC12CCN(CC2)C=2C(NC(=CN2)SC2=C(C(=CC=C2)F)F)=O)C